BrC=1C=C(C=CC1OC)B(O)O (3-bromo-4-methoxyphenyl)boronic acid